C(C)OC1=CC=CC=2C=C(OC21)C(C)NCC(C)(O)C ((1-(7-ethoxybenzofuran-2-yl)ethyl)amino)-2-methyl-2-propanol